C(C(C)C)C1=C(N=C(S1)NC1=C(C(=O)O)C=C(C=N1)C(F)(F)F)C1=CC=C(C=C1)S(=O)C1=CC=CC=C1 2-(5-isobutyl-4-(4-(phenylsulfinyl)phenyl)thiazol-2-ylamino)-5-(trifluoromethyl)nicotinic acid